6-(hexahydropyrrolo[1,2-a]pyrazin-2(1H)-yl)-3-(2-methyl-4-(trifluoromethoxy)benzyl)isobenzofuran-1(3H)-one C1C2N(CCN1C1=CC=C3C(OC(C3=C1)=O)CC1=C(C=C(C=C1)OC(F)(F)F)C)CCC2